S1C2=C(C=C1)C=C(C=C2)CNC(=O)C2CCN(CCC2)C=2C=1C(N=CN2)=NN(C1)C1=CC(=C(C=C1)C)F N-(benzo[b]thiophen-5-ylmethyl)-1-(2-(3-fluoro-4-methylphenyl)-2H-pyrazolo[3,4-d]pyrimidin-4-yl)azepane-4-carboxamide